NC=1C=2N(C=CN1)C(=NC2C2=CC=C(C(=O)NC1=NC=CC=C1)C=C2)[C@H]2N(CCCC2)C(C#CC)=O (S)-4-(8-amino-3-(1-but-2-ynoylpiperidin-2-yl)imidazo[1,5-a]pyrazin-1-yl)-N-(pyridin-2-yl)benzamide